N-(4-methoxy-6-(1-methyl-1H-pyrazole-4-yl)pyrazolo[1,5-a]pyridin-3-yl)-1-methyl-1H-imidazole-5-carboxamide COC=1C=2N(C=C(C1)C=1C=NN(C1)C)N=CC2NC(=O)C2=CN=CN2C